((S)-6,8-dichloro-1-methyl-3,4-dihydroisoquinolin-2(1H)-yl)((R)-4-(5-methoxypyridin-3-yl)morpholin-2-yl)methanone ClC=1C=C2CCN([C@H](C2=C(C1)Cl)C)C(=O)[C@H]1CN(CCO1)C=1C=NC=C(C1)OC